(Z)-4-tetradecenal C(CC\C=C/CCCCCCCCC)=O